1-(4-(3-(2,6-difluorophenyl)-7-hydroxy-2H-chromen-4-yl)-2,6-difluorophenyl)piperidine FC1=C(C(=CC=C1)F)C=1COC2=CC(=CC=C2C1C1=CC(=C(C(=C1)F)N1CCCCC1)F)O